N1N=CC=2C=NC=CC21 pyrazolo[4,3-c]pyridin